ClC=1C(N(CCC1)C(\C=C\C1=NC=CC=N1)=O)=O (E)-3-chloro-1-(3-(pyrimidin-2-yl)acryloyl)-5,6-dihydropyridin-2(1H)-one